1-[3-methyl-4-[(E)-3-[3-methyl-4-(oxan-2-yloxy)phenyl]prop-2-enoyl]phenyl]propan-2-one CC=1C=C(C=CC1C(\C=C\C1=CC(=C(C=C1)OC1OCCCC1)C)=O)CC(C)=O